N-((6-methoxy-2,2-dimethyl-2,3-dihydrobenzofuran-7-yl)sulfonyl)-5-(pyridin-2-yl)quinoline-2-carboxamide COC1=C(C2=C(CC(O2)(C)C)C=C1)S(=O)(=O)NC(=O)C1=NC2=CC=CC(=C2C=C1)C1=NC=CC=C1